5-(2,4-difluoro-phenyl)-isoxazole FC1=C(C=CC(=C1)F)C1=CC=NO1